6-chloro-3-(((S)-1-(2-((1R,5S,6R)-6-(methoxy(methyl)carbamoyl)-3-azabicyclo[3.1.0]hexan-3-yl)-3,6-dimethyl-4-oxo-3,4-dihydroquinazolin-8-yl)ethyl)amino)picolinic acid ClC1=CC=C(C(=N1)C(=O)O)N[C@@H](C)C=1C=C(C=C2C(N(C(=NC12)N1C[C@H]2C([C@H]2C1)C(N(C)OC)=O)C)=O)C